C(C)(C)(C)[C@H]1N(CCC1NC(CSC(C)=O)=O)C(=O)OCCN(C)CCOCCN(C)C 2-(2-(2-dimethylaminoethoxy)ethyl-methyl-amino)ethanol tert-butyl-(R)-3-(2-(acetylthio)acetamido)-pyrrolidine-1-carboxylate